tert-butyl 4-(4-(3-((tert-butoxycarbonyl)amino)-2-(4-fluorophenyl)propanamido)phenyl)-1H-pyrazole-1-carboxylate C(C)(C)(C)OC(=O)NCC(C(=O)NC1=CC=C(C=C1)C=1C=NN(C1)C(=O)OC(C)(C)C)C1=CC=C(C=C1)F